C(CC1=CC=CC=C1)C1=C(OC=C1)C(=O)NC1CCN(CC1)CCC1=CC=CC=C1 phenethyl-N-(1-phenethylpiperidin-4-yl)-2-furoamide